2,4-difluoro-N-(2-methoxy-5-(4-(piperazin-1-yl)isoquinolin-6-yl)pyridin-3-yl)benzenesulfonamide FC1=C(C=CC(=C1)F)S(=O)(=O)NC=1C(=NC=C(C1)C=1C=C2C(=CN=CC2=CC1)N1CCNCC1)OC